2-(2-vinyloxy-ethoxy)-ethyl acrylate C(C=C)(=O)OCCOCCOC=C